(1S,2S)-N-(4-(6-((E)-cyclopropyl(hydroxyimino)methyl)-4-methylpyridin-3-yl)imidazo[1,2-a][1,6]naphthyridin-8-yl)-2-fluorocyclopropane-1-carboxamide C1(CC1)\C(\C1=CC(=C(C=N1)C=1C=2N(C3=CC(=NC=C3C1)NC(=O)[C@H]1[C@H](C1)F)C=CN2)C)=N/O